8-[1-[2-(dimethylamino)ethyl]-3,5-dimethylpyrazol-4-yl]-N-[(2S)-1-piperazin-1-ylprop-2-yl]quinazolin-4-amine CN(CCN1N=C(C(=C1C)C=1C=CC=C2C(=NC=NC12)N[C@H](CN1CCNCC1)C)C)C